((S)-4-bromo-5-chloro-6-fluoro-2-phenyl-2,3-dihydrobenzofuran-2-yl)-3-methylpyrrolidin-3-ol BrC1=C(C(=CC2=C1C[C@](O2)(C2=CC=CC=C2)N2CC(CC2)(O)C)F)Cl